2-{[(3R,6R)-1-{[4-(fluoromethoxy)-2-(2H-1,2,3-triazol-2-yl)phenyl]carbonyl}-6-methylpiperidin-3-yl]oxy}pyridine-4-carbonitrile FCOC1=CC(=C(C=C1)C(=O)N1C[C@@H](CC[C@H]1C)OC1=NC=CC(=C1)C#N)N1N=CC=N1